CC(=CC)CCC=C(C)C 2-TRANS-3,7-DIMETHYL-2,6-OCTADIEN